disodium malonate C(CC(=O)[O-])(=O)[O-].[Na+].[Na+]